CC1=C(C=C(C=C1)N1N=C(C(=C1)C=1C=C2CCNC(C2=CC1)=O)[N+](=O)[O-])NC(C=C)=O N-(2-methyl-5-(3-nitro-4-(1-oxo-1,2,3,4-tetrahydroisoquinolin-6-yl)-1H-pyrazol-1-yl)phenyl)acrylamide